Ethyl 1-(6-bromo-3-nitroquinolin-4-yl)-3-((tetrahydro-2H-pyran-2-yl)oxy)cyclobutane-1-carboxylate BrC=1C=C2C(=C(C=NC2=CC1)[N+](=O)[O-])C1(CC(C1)OC1OCCCC1)C(=O)OCC